4-(6-(4-Methoxy-3-propoxyphenyl)pyridin-2-yl)-1,2-oxaborolan-2-ol COC1=C(C=C(C=C1)C1=CC=CC(=N1)C1CB(OC1)O)OCCC